C(C)(C)(C)NC1=NC=C2N=C(N(C2=N1)C1CCNCC1)NC=1C=NC=C(C1)Cl N2-tert-butyl-N8-(5-chloropyridin-3-yl)-9-(piperidin-4-yl)-9H-purine-2,8-diamine